2-(trifluoro-methyl)benzene-sulfonyl chloride FC(C1=C(C=CC=C1)S(=O)(=O)Cl)(F)F